[4-(6-amino-5-methoxy-1,3-benzothiazol-2-yl)cyclohexyl]Methanol NC1=CC2=C(N=C(S2)C2CCC(CC2)CO)C=C1OC